tert-butyl (R)-3-(6,7-dichloro-3-methyl-4-oxo-3,4-dihydroquinazolin-2-yl)pyrrolidine-1-carboxylate ClC=1C=C2C(N(C(=NC2=CC1Cl)[C@H]1CN(CC1)C(=O)OC(C)(C)C)C)=O